O1CCN(CC1)CC1=CC=C(O1)C(=O)O 5-(morpholinomethyl)furan-2-carboxylic acid